NC=1C(=C2C=C(C=CN2C1C1=C(C(=CC=C1C)OC)C)C)C(=O)N 2-amino-3-(3-methoxy-2,6-dimethylphenyl)-7-methylindolizine-1-carboxamide